2,3,4,6-tetra-O-acetyl-β-D-glucopyranose CC(=O)OC[C@@H]1[C@H]([C@@H]([C@H]([C@@H](O1)O)OC(=O)C)OC(=O)C)OC(=O)C